2-amino-5-chloro-3,N-dimethylbenzamide hydrogensulfate S(=O)(=O)(O)O.NC1=C(C(=O)NC)C=C(C=C1C)Cl